((1s,4r)-4-(2-amino-6-ethoxy-9H-purin-9-yl)cyclopent-2-en-1-yl)methanol NC1=NC(=C2N=CN(C2=N1)[C@H]1C=C[C@H](C1)CO)OCC